CC1([C@@H](CC=2C(=NC=C(C2)C2=NC(=NO2)C=2OC=CN2)O1)O)C (3R)-2,2-dimethyl-6-(3-oxazol-2-yl-1,2,4-oxadiazol-5-yl)-3,4-dihydropyrano[2,3-b]pyridin-3-ol